benzyl (S)-5-((3-chloro-2,4-difluorophenyl) (methyl) carbamoyl)-2-oxoimidazolidine-1-carboxylate ClC=1C(=C(C=CC1F)N(C(=O)[C@@H]1CNC(N1C(=O)OCC1=CC=CC=C1)=O)C)F